4-[(5S)-5H-imidazo[4,3-a]isoindol-5-yl]-1-methylpiperidin-3-ol C=1N=CN2C1C1=CC=CC=C1[C@@H]2C2C(CN(CC2)C)O